C12(CC3CC(CC(C1)C3)C2)C=2C(=C(C=C(C2)C)[Si](CC)(CC)Cl)OCC=C (3-((3R,5r,7r)-adamantan-1-yl)-2-(allyloxy)-5-methylphenyl)chlorodiethylsilane